ClC=1C(N(C(=CC1OC([2H])([2H])C1=NC=C(C=C1F)F)C)C1=CC(=NC=C1C)N1N=C(C=C1)S(=O)(=O)CC)=O (R)-3-chloro-4-((3,5-difluoropyridin-2-yl)methoxy-d2)-2'-(3-(ethylsulfonyl)-1H-pyrazol-1-yl)-5',6-dimethyl-2H-[1,4'-bipyridin]-2-one